7-(bromomethyl)-3-(3-{3-[(4-methyl-4H-1,2,4-triazol-3-yl)methyl]oxetan-3-yl}phenyl)-5-(trifluoromethyl)-1H-pyrazolo[3,4-c]pyridine BrCC=1N=C(C=C2C1NN=C2C2=CC(=CC=C2)C2(COC2)CC2=NN=CN2C)C(F)(F)F